3-hydroxy-3-methyl-N-(3-(4-(trifluoromethoxy)phenyl)-5-(trifluoromethyl)pyrazolo[1,5-a]pyridin-2-yl)butanamide OC(CC(=O)NC1=NN2C(C=C(C=C2)C(F)(F)F)=C1C1=CC=C(C=C1)OC(F)(F)F)(C)C